FC1(CC(CC1)C1=CC=C(C=C1)C1=CC=C(C=C1)OC1=C(N=NN1CC1=CC=C(C=C1)OC)C(=O)OC)F methyl 5-((4'-(3,3-difluorocyclopentyl)-[1,1'-biphenyl]-4-yl)oxy)-1-(4-methoxybenzyl)-1H-1,2,3-triazole-4-carboxylate